N[C@H]1CN(CC1)C(=O)C1=C(C=C(C=C1)NC=1C=2N(C=CN1)C(=CN2)C=2C(=NNC2)C(F)(F)F)Cl [(3R)-3-aminopyrrolidin-1-yl]-[2-chloro-4-[[3-[3-(trifluoromethyl)-1H-pyrazol-4-yl]imidazo[1,2-a]pyrazin-8-yl]amino]phenyl]methanone